1-methyl-4-(4-methylpentyl)-3-cyclohexeneformaldehyde CC1(CC=C(CC1)CCCC(C)C)C=O